1-(2-fluorophenyl)-3-((1-(4-(5-(trifluoromethyl)-1,2,4-oxadiazol-3-yl)phenyl)-1H-pyrazol-4-yl)methyl)urea FC1=C(C=CC=C1)NC(=O)NCC=1C=NN(C1)C1=CC=C(C=C1)C1=NOC(=N1)C(F)(F)F